4-bromo-5-chloro-N1-methyl-2,7-naphthyridine-1,6-diamine BrC1=CN=C(C2=CN=C(C(=C12)Cl)N)NC